FC1=CC=C(C=C1)N1C2=C(C=3C(=CC=CC13)O)C1(OCC2(C)C)CCN(CC1)C=1OC(=CN1)C(=O)O 2-(5'-(4-fluorophenyl)-9'-hydroxy-4',4'-dimethyl-4',5'-dihydro-3'H-spiro[piperidine-4,1'-pyrano[4,3-b]indol]-1-yl)oxazole-5-carboxylic acid